O([N+](=O)[O-])CCCCCC(=O)O 6-(Nitroxy)hexanoic acid